C(C1CO1)N(C=1C(=CC=CC1)C)CC1CO1 N,N-diglycidyl-toluidin